N-[3-[2-[[1-(2-hydroxyethyl)pyrazol-4-yl]amino]pyrimidin-4-yl]-1-methyl-indol-6-yl]but-2-ynamide OCCN1N=CC(=C1)NC1=NC=CC(=N1)C1=CN(C2=CC(=CC=C12)NC(C#CC)=O)C